2-methyl-dicyanopropyl-aniline CC1=C(NCCC(C#N)C#N)C=CC=C1